(S)-2-(1-benzyl-1H-pyrazol-4-yl)-5-phenyl-2,5,6,7-tetrahydro-3H-pyrrolo[2,1-c][1,2,4]triazol-3-one C(C1=CC=CC=C1)N1N=CC(=C1)N1N=C2N(C1=O)[C@@H](CC2)C2=CC=CC=C2